FC=1C=C(C=CC1F)C=1C=C2C(=NC1)N(C(N2CC2=NC(=NO2)C)=O)C 6-(3,4-difluorophenyl)-3-methyl-1-[(3-methyl-1,2,4-oxadiazol-5-yl)methyl]imidazo[4,5-b]pyridin-2-one